N-(4-(2-cyano-4-((3,4-difluorophenyl)sulfonamido)phenyl)-1H-pyrrolo[2,3-b]pyridin-6-yl)cyclopropylcarboxamide C(#N)C1=C(C=CC(=C1)NS(=O)(=O)C1=CC(=C(C=C1)F)F)C1=C2C(=NC(=C1)NC(=O)C1CC1)NC=C2